1-(3-chloro-4-hydroxyphenyl)-3-((2-(2,6-dioxopiperidin-3-yl)-1-oxoisoindolin-5-yl)methyl)urea ClC=1C=C(C=CC1O)NC(=O)NCC=1C=C2CN(C(C2=CC1)=O)C1C(NC(CC1)=O)=O